(4-fluoropiperidin-1-yl)(4-methyl-1-(pyrazin-2-yl)-1,2,3,4-tetrahydroquinolin-6-yl)methanone FC1CCN(CC1)C(=O)C=1C=C2C(CCN(C2=CC1)C1=NC=CN=C1)C